BrC=1C(=C(N2C=CC=CC12)C1=NC2=C(N=NC(=C2)C(F)(F)F)N1C)S(=O)(=O)CC 6-(1-bromo-2-(ethylsulfonyl)indolizin-3-yl)-7-methyl-3-(trifluoromethyl)-7H-imidazo[4,5-c]pyridazine